CC1=NC(=CC(=N1)NC1=CC2=C(C=N1)C(NN2C2=C(C(=CC=C2)OC)F)=O)C 6-((2,6-dimethylpyrimidin-4-yl)amino)-1-(2-fluoro-3-methoxyphenyl)-1,2-dihydro-3H-pyrazolo[4,3-c]pyridin-3-one